S1SCSCS1 1,2,4,6-tetrathiane